C(CCCCC)C(CCCCCCCCC(=O)[O-])OC(OCCNCCOC(OC(CCCCCCCCC(=O)[O-])CCCCCC)=O)=O 10,22-dihexyl-12,20-dioxo-11,13,19,21-tetraoxa-16-azahentriacontanedioate